5-(6-(4-cyclopropyl-4H-1,2,4-triazol-3-yl)pyridin-2-yl)-4,5-dihydro-6H-thieno[2,3-c]pyrrol-6-one C1(CC1)N1C(=NN=C1)C1=CC=CC(=N1)N1C(C2=C(C1)C=CS2)=O